ethyl (S)-2-(3-((1,2-dimethyl-6-((1-(3-(trifluoromethyl)phenyl)ethyl)carbamoyl)-1H-indol-3-yl)methyl) phenoxy)-2-methylpropanoate CN1C(=C(C2=CC=C(C=C12)C(N[C@@H](C)C1=CC(=CC=C1)C(F)(F)F)=O)CC=1C=C(OC(C(=O)OCC)(C)C)C=CC1)C